ClC1=CC=C(CN2CC=C(CC2)C=2C=C(C=NC2)OCC2=CC=CC=C2)C=C1 5-(1-(4-chlorobenzyl)-1,2,5,6-tetrahydropyridin-4-yl)-3-benzyloxy-pyridine